ClC1=CC=C(C=N1)CN(C(C1=C(C=C(C=C1)C1=NOC(C1)(C(F)(F)F)C1=CC(=C(C(=C1)Cl)F)Cl)C)=O)C N-((6-chloropyridin-3-yl)methyl)-4-(5-(3,5-dichloro-4-fluorophenyl)-5-(trifluoromethyl)-4,5-dihydroisoxazol-3-yl)-N,2-dimethylbenzamide